3-(6-aminohexylamino)propyltrimethoxysilane NCCCCCCNCCC[Si](OC)(OC)OC